COC(CC1=C(C=CC=C1)[N+]#[C-])=O 2-ISOCYANOPHENYL-ACETIC ACID METHYL ESTER